ClCCCOC(=O)NC=1C=CC2=C(C3=C(O2)C=C(C=C3)S(=O)(=O)N[C@H](C(=O)O)C(C)C)C1 (S)-2-(8-((3-chloropropoxy)carbonylamino)dibenzo[b,d]furan-3-sulfonamido)-3-methyl-butanoic acid